[Sb].[Ag].[Au] gold-silver-antimony